C(C)(C)(C)OC(N[C@H](CCC1=NC=CC(=C1)C1=C(C=C(C=C1)N)N)C)=O (S)-1-(4-(2,4-diaminophenyl)pyridin-2-yl)but-3-ylcarbamic acid tert-butyl ester